methyl-(2-oxoethyl)carbamic acid benzyl ester C(C1=CC=CC=C1)OC(N(CC=O)C)=O